ClC1=C(C=C(C(=C1)Cl)OC(C)C)NC(CSCC(=O)O)=O 2-((2-((2,4-dichloro-5-isopropoxyphenyl)-amino)-2-oxoethyl)thio)acetic acid